2-((6-((2,5-dichloropyrimidin-4-yl)amino)-1-methyl-2-oxo-1,2-dihydroquinolin-3-yl)oxy)-N-ethylacetamide ClC1=NC=C(C(=N1)NC=1C=C2C=C(C(N(C2=CC1)C)=O)OCC(=O)NCC)Cl